C1(CC1)CN1N=CC(=C1)C1=CC=CC(=N1)C(=O)NC=1C(=NC=C(C1)N1C[C@@H](CC1)C(C)(C)O)C(F)(F)F (R)-6-(1-(cyclopropylmethyl)-1H-pyrazol-4-yl)-N-(5-(3-(2-hydroxypropan-2-yl)pyrrolidin-1-yl)-2-(trifluoromethyl)pyridin-3-yl)picolinamide